FC1=C(C=CC(=C1)F)C=1N=NN(C1)C 4-(2,4-difluorophenyl)-1-methyl-triazole